(3-(methylamino)cyclobutyl)-3-(trifluoromethyl)benzenesulfonamide CNC1CC(C1)C1=C(C=CC=C1C(F)(F)F)S(=O)(=O)N